3-(2,6-bis(benzyloxy)pyridin-3-yl)-1-methyl-7-(4-((R)-5-((1r,4s)-4-(2-methyl-3-(4,4,5,5-tetramethyl-1,3,2-dioxaborolan-2-yl)phenoxy)cyclohexyl)pentan-2-yl)piperazin-1-yl)-1H-indazole C(C1=CC=CC=C1)OC1=NC(=CC=C1C1=NN(C2=C(C=CC=C12)N1CCN(CC1)[C@H](C)CCCC1CCC(CC1)OC1=C(C(=CC=C1)B1OC(C(O1)(C)C)(C)C)C)C)OCC1=CC=CC=C1